N1-(2-(dimethylamino)ethyl)-N2-ethyl-N4-(4-(5-fluoro-1-methyl-1H-indol-3-yl)-7H-pyrrolo[2,3-d]pyrimidin-2-yl)-N1-methylbenzene-1,2,4-triamine CN(CCN(C=1C(=CC(=CC1)NC=1N=C(C2=C(N1)NC=C2)C2=CN(C1=CC=C(C=C21)F)C)NCC)C)C